N-(3-((S)-1-((2-ethyl-2H-pyrazolo[3,4-b]pyrazin-6-yl)amino)ethyl)phenyl)-4-(((S)-3-fluoropyrrolidin-1-yl)methyl)-3-methylbenzamide C(C)N1N=C2N=C(C=NC2=C1)N[C@@H](C)C=1C=C(C=CC1)NC(C1=CC(=C(C=C1)CN1C[C@H](CC1)F)C)=O